7-benzyl 5-(tert-butyl) 2-(4-((trifluoromethyl)thio)phenyl)-3,4,5a,6,8,9-hexahydro-2H-1,2,5,7-tetraazabenzo[cd]azulene-5,7-dicarboxylate FC(SC1=CC=C(C=C1)N1N=C2CCN(CC3C2=C1CCN3C(=O)OC(C)(C)C)C(=O)OCC3=CC=CC=C3)(F)F